4-hydroxy-3-propoxybenzaldehyde OC1=C(C=C(C=O)C=C1)OCCC